ClC1=CC=C(CC=2NC(=C(N2)C2=CC=CC=C2)C)C=C1 2-(4-Chlorobenzyl)-5-methyl-4-phenylimidazole